(S)-(4-(benzo[d]oxazol-2-yl)-6,7-dihydro-1H-imidazo[4,5-c]pyridin-5(4H)-yl)(3-(difluoromethyl)-1-methyl-1H-1,2,4-triazol-5-yl)methanone O1C(=NC2=C1C=CC=C2)[C@H]2N(CCC1=C2N=CN1)C(=O)C1=NC(=NN1C)C(F)F